N-(2-(4-Methoxy-1H-imidazol-1-yl)-6-methylpyridin-4-yl)-N-((6'-(pyrrolidin-1-yl)-[2,3'-bipyridin]-5-yl)methyl)tetrahydro-2H-pyran-4-carboxamide COC=1N=CN(C1)C1=NC(=CC(=C1)N(C(=O)C1CCOCC1)CC=1C=CC(=NC1)C=1C=NC(=CC1)N1CCCC1)C